acrylserine C(=O)(C=C)N[C@@H](CO)C(=O)O